6-((3S,5R)-5-(4-(trifluoromethyl)phenyl)tetrahydrofuran-3-yl)-2-thia-6-azaspiro[3.4]octane 2,2-dioxide FC(C1=CC=C(C=C1)[C@H]1C[C@@H](CO1)N1CC2(CS(C2)(=O)=O)CC1)(F)F